ClC=1C(=C(C=CC1)NC(=O)C1=NN(C(=CC1=O)C)C1=C(C=CC=C1)F)F N-(3-chloro-2-fluorophenyl)-1-(2-fluorophenyl)-6-methyl-4-oxo-1,4-dihydropyridazine-3-carboxamide